(2S,5R)-2-(N-(isoxazol-4-ylsulfonyl) carbamimidoyl)-7-oxo-1,6-diazabicyclo[3.2.1]octan-6-yl hydrogen sulfate S(=O)(=O)(ON1[C@@H]2CC[C@H](N(C1=O)C2)C(NS(=O)(=O)C=2C=NOC2)=N)O